BrC1=CC=C(C=C1)C=1C(=NC=NC1C1=CC=CC=C1)C(=O)OCC ethyl 5-(4-bromophenyl)-6-phenylpyrimidine-4-carboxylate